N-t-butoxycarbonyl-D-phenylalanyl-amide C(C)(C)(C)OC(=O)N[C@H](CC1=CC=CC=C1)C(=O)[NH-]